tert-butyl 3-(3-bromophenyl)morpholine-4-carboxylate BrC=1C=C(C=CC1)C1N(CCOC1)C(=O)OC(C)(C)C